p-xylylene dichloride C1=CC(=CC=C1CCl)CCl